C1(CC1)C(C)N1N=C(C(=C1)N)C 1-(1-cyclopropylethyl)-3-methyl-1H-pyrazol-4-amine